3-(2-nitro-1-propenyl)thiophene [N+](=O)([O-])C(=CC1=CSC=C1)C